ClC1=NC=2N(C(=C1C1=C(C=C(C=C1F)OCC1[C@H]3CN(C[C@@H]13)C)F)N[C@H](C(F)(F)F)C)N=CN2 5-Chloro-6-(2,6-difluoro-4-(((1R,5S,6s)-3-methyl-3-azabicyclo[3.1.0]hex-6-yl)methoxy)phenyl)-N-((S)-1,1,1-trifluoropropane-2-yl)-[1,2,4]triazolo[1,5-a]pyrimidin-7-amine